BrC1=NC(=CC=C1)OC([2H])([2H])C1=CC=C(C=2C=C(OC21)F)Cl 2-Bromo-6-((4-chloro-2-fluorobenzofuran-7-yl)methoxy-d2)pyridine